CN(P(=O)(N(C)C)N1C=C(C2=CC(=CC=C12)OC)CCN(C)C)C 2-(1-bis(dimethylamino)phosphoryl-l-5-methoxy-indol-3-yl)-N,N-dimethyl-ethylamine